(6,7-dihydro-4H-thieno[3,2-c]pyran-2-yl)methanol S1C(=CC=2COCCC21)CO